C1(CC1)C1=NC=NC(=C1C1=NC(=C2N(C=NC2=N1)C)OCC1=CC=C(C=C1)C=1N(C=C(N1)C(F)(F)F)C)OC 2-(4-cyclopropyl-6-methoxy-pyrimidin-5-yl)-7-methyl-6-[[4-[1-methyl-4-(trifluoromethyl)imidazol-2-yl]phenyl]methoxy]purine